C12CN(CC2C1)CCOC1=CC=2N(C=C1)C(=CN2)C2=CC(=NC=N2)NCC2=CC=C(C=C2)C=2C=NN(C2)C (6-{7-[2-(3-aza-bicyclo[3.1.0]hex-3-yl)-ethoxy]-imidazo[1,2-a]pyridin-3-yl}-pyrimidin-4-yl)-[4-(1-methyl-1H-pyrazol-4-yl)-benzyl]-amine